OC1=C(C=CC=C1)NC(C1=CC(=CC(=C1)C(F)(F)F)C(F)(F)F)=O N-(2-hydroxyphenyl)-3,5-bistrifluoromethylbenzamide